N-(4-hydroxyphenyl)-allyl-(methyl)bicyclo[2.2.1]hept-5-ene-2,3-dicarboximide OC1=CC=C(C=C1)N1C(=O)C2(C3(C=CC(C2C1=O)C3)C)CC=C